OCCC1=CC=C(N1C(C)C)C(=O)O.ClC1=CC=C(OC2=CC(=C(C=C2)C(=C)C)C(F)(F)F)C=C1 2-[4-(4-chlorophenoxy)-2-trifluoromethylphenyl] propylene 5-(2-Hydroxyethyl)-1-isopropyl-1H-pyrrole-2-carboxylate